FC=1C=CC(=NC1)[C@H]([C@@H](O)C1=NC=C(C=C1)F)N1CC2=CC(=CC=C2C1)C=1OC(=NN1)C(F)F 2-[(1R,2R)-1,2-bis(5-fluoropyridin-2-yl)-2-hydroxyethyl]-6-[5-(difluoromethyl)-1,3,4-oxadiazol-2-yl]-2,3-dihydro-1H-isoindol